ClC=1C=C(C=CC1)NC1=C2N=CN(C2=NC(=N1)NC1C(CCCC1)CC(=O)N)CC Racemic-N-cis-(2-((6-((3-chlorophenyl)amino)-9-ethyl-9H-purin-2-yl)amino)cyclohexyl)acetamide